(2S,4R)-4-fluoro-1-[2-(4-methyl-5-oxo-4,5-dihydro-1,2,4-oxadiazol-3-yl)acetyl]-N-[(S)-phenyl[5-(propan-2-yl)pyridin-2-yl]methyl]pyrrolidine-2-carboxamide F[C@@H]1C[C@H](N(C1)C(CC1=NOC(N1C)=O)=O)C(=O)N[C@H](C1=NC=C(C=C1)C(C)C)C1=CC=CC=C1